tert-butyl 2-{3-[2-(2-hydroxyethoxy)ethoxy]phenyl}acetate OCCOCCOC=1C=C(C=CC1)CC(=O)OC(C)(C)C